CC=1C[C@H]([C@@H](CC1)C)C=O |r| (1RS,6RS)-3,6-dimethyl-3-cyclohexene-1-carbaldehyde